N-(2-chloro-3-((3,5-dimethyl-4-oxo-3,4-dihydroquinazolin-6-yl)amino)-4-fluorophenyl)-2-azabicyclo[2.2.1]heptane-2-sulfonamide ClC1=C(C=CC(=C1NC=1C(=C2C(N(C=NC2=CC1)C)=O)C)F)NS(=O)(=O)N1C2CCC(C1)C2